FC1=CC=C(C=C1)[C@H]1C2=C(N(C([C@H]1NC(C1=CC(=CC=C1)C(F)(F)F)=O)=O)CCO)N(N=C2C)C2=CC=CC=C2 N-[(4S,5S)-4-(4-fluorophenyl)-7-(2-hydroxyethyl)-3-methyl-6-oxo-1-phenyl-1H,4H,5H,6H,7H-pyrazolo[3,4-b]pyridin-5-yl]-3-(trifluoromethyl)benzamide